C(CCCCCCCCCCCCCCCCCCC)NC(C=C)=O N-eicosyl-acrylamide